OCCOC1=CC2=C(N=C(O2)NC2=NC3=C(N2C)C=CC(=C3)C(=O)O)C=C1 ((6-(2-hydroxyethoxy)benzo[d]oxazol-2-yl)amino)-1-methyl-1H-benzo[d]imidazole-5-carboxylic acid